FC(CC1=CC=C2C(=NC=NC2=C1)NC1CCN(CC1)CC1=CC=C(C=C1)NS(=O)(=O)CC)(F)F N-{4-[(4-{[7-(2,2,2-trifluoroethyl)quinazolin-4-yl]amino}piperidin-1-yl)methyl]phenyl}ethanesulfonamide